5-Ethoxy-1,3-benzoxazole-2-thiol C(C)OC=1C=CC2=C(N=C(O2)S)C1